methyl-1-(6-methyl-4-(trifluoromethyl)pyridin-2-yl)-2,3-dihydro-1H-pyrrolo[2,3-c]pyridine-2-carboxamide CC1(CC=2C(=CN=CC2)N1C1=NC(=CC(=C1)C(F)(F)F)C)C(=O)N